FC1=C(C=C(C(=C1)C)SCC(F)(F)F)\N=C\1/SCC(N1)=O (2Z)-2-({2-Fluoro-4-methyl-5-[(2,2,2-trifluoroethyl)sulfanyl]phenyl}-imino)-1,3-thiazolidin-4-on